3-[(Benzo[d][1,3]dioxolan-4-yl)-oxy]-N,N-dimethyl-3-phenylpropylamine O1COC2=C1C=CC=C2OC(CCN(C)C)C2=CC=CC=C2